tert-butyl 4-acetoxy-2-(5-(methoxycarbonyl)-2-methylphenyl)pyrrolidine-1-carboxylate C(C)(=O)OC1CC(N(C1)C(=O)OC(C)(C)C)C1=C(C=CC(=C1)C(=O)OC)C